C(C)OC(=O)C=1C(C=C2N(C(CC3=CC(=C(C=C23)OC)C2=CN(C(C=C2)=O)CCCC(=O)OCC)C(C)(C)C)C1)=O 6-tert-butyl-9-[1-(4-ethoxy-4-oxobutyl)-6-oxo-1,6-dihydropyridin-3-yl]-10-methoxy-2-oxo-6,7-dihydro-2H-pyrido[2,1-a]isoquinoline-3-carboxylic acid ethyl ester